C(C)(C)(C)N=NC(C)(CC(C)(C)OC)C#N 2-(tert-butylazo)-2-cyano-4-methoxy-4-methylpentane